C(C)(C)(C)C1=CC=C(C=C1)C=1N=C2N(C(C1C#N)=O)CCCC2 2-(4-tert-butylphenyl)-4-oxo-4H,6H,7H,8H,9H-pyrido[1,2-a]pyrimidine-3-carbonitrile